(R)-2-(5-(((1-(2-chloropyridin-3-yl)ethoxy)carbonyl)amino)-1-methyl-1H-pyrazol-4-yl)pyrimidin-5-yl methanesulfonate CS(=O)(=O)OC=1C=NC(=NC1)C=1C=NN(C1NC(=O)O[C@H](C)C=1C(=NC=CC1)Cl)C